(R)-2-(1-amino-8-azaspiro[4.5]decan-8-yl)-3-methyl-5-((1-methyl-1H-pyrrolo[2,3-b]pyridin-4-yl)thio)pyrimidin-4(3H)-one formate salt C(=O)O.N[C@@H]1CCCC12CCN(CC2)C2=NC=C(C(N2C)=O)SC2=C1C(=NC=C2)N(C=C1)C